NCCNC1=C(SC2=C1C=1N=CC(=NC1C=C2)O)C(=O)OC methyl 9-((2-aminoethyl)amino)-3-hydroxythieno[3,2-f]quinoxaline-8-carboxylate